BrC1=CC(=CC(=N1)C1(CS(CC1)(=O)=O)OC)C 3-(6-bromo-4-methylpyridin-2-yl)-3-methoxytetrahydrothiophene 1,1-dioxide